ClC=1C=C(NC2(CCC3(C(CC4=CC=CC=C34)C=3OC(=CC3)C3=CC=CC=C3)CC2)C(=O)O)C=CC1 4-(3-Chloroanilino)-2'-(5-phenylfuran-2-yl)-2',3'-dihydrospiro[cyclohexane-1,1'-indene]-4-carboxylic acid